2-(2-(4-methylpiperazin-1-yl)ethoxy)-1H-benzo[d]imidazole CN1CCN(CC1)CCOC1=NC2=C(N1)C=CC=C2